C[C@H](CCCCCC)CCCCCCCCCCCCCCCCCCCC (R)-7-Methylheptacosane